(R)-4-((1-(3-(difluoromethyl)-2-fluorophenyl)ethyl)amino)-6-(1-(difluoromethyl)cyclopropyl)-8-methoxy-2-methyl-2,6-dihydropyrido[3,4-d]pyridazine-1,7-dione FC(C=1C(=C(C=CC1)[C@@H](C)NC1=NN(C(C=2C1=CN(C(C2OC)=O)C2(CC2)C(F)F)=O)C)F)F